3-oxo-3-(2-naphthyl)-propanal O=C(CC=O)C1=CC2=CC=CC=C2C=C1